1-(2-[[2-(2,6-dioxopiperidin-3-yl)-1,3-di-oxo-isoindol-5-yl]oxy]ethyl)piperidine-4-carboxylic acid O=C1NC(CCC1N1C(C2=CC=C(C=C2C1=O)OCCN1CCC(CC1)C(=O)O)=O)=O